COC(=O)[C@@H]1N[C@@H]([C@]2([C@@H]1C(N(C2=O)C2=CC=C(C=C2)C)=O)C2=CC=CC=C2)C2=CC=CC=C2 (1R,3R,3aS,6aS)-4,6-dioxo-3,3a-diphenyl-5-(p-methylphenyl)octahydropyrrolo[3,4-c]pyrrole-1-carboxylic acid methyl ester